(S)-(7-((4-cyclopropyl-3-(trifluoromethyl)-1H-pyrrolo[2,3-b]pyridin-6-yl)amino)-2,3-di-hydrobenzofuran-4-yl)(3-morpholinopyrrolidin-1-yl)methanone C1(CC1)C1=C2C(=NC(=C1)NC1=CC=C(C=3CCOC31)C(=O)N3C[C@H](CC3)N3CCOCC3)NC=C2C(F)(F)F